N-((1S,3r)-3-(4-(2-fluorophenyl)-5-phenyl-4H-1,2,4-triazol-3-yl)cyclobutyl)-1,6-naphthyridine-2-carboxamide FC1=C(C=CC=C1)N1C(=NN=C1C1=CC=CC=C1)C1CC(C1)NC(=O)C1=NC2=CC=NC=C2C=C1